CC1(CCC(N1)=O)C 5,5-dimethyl-2-oxopyrrolidin